N-(8-amino-7-fluoro-6-(4-methylpyridin-3-yl)isoquinolin-3-yl)cyclopropanecarboxamide NC=1C(=C(C=C2C=C(N=CC12)NC(=O)C1CC1)C=1C=NC=CC1C)F